BrC1=C(C=CC(=C1)Br)C=1N(C(=C(N1)C1=CC=CC=C1)C1=CC=CC=C1)C1(N=C(C(=N1)C1=CC=CC=C1)C1=CC=CC=C1)C1=C(C=C(C=C1)Br)Br 2,2'-bis(2,4-dibromophenyl)-4,4',5,5'-tetraphenyl-1,2'-biimidazole